(S)-3-((2-Chloro-5-iodopyridin-4-yl)amino)-2-fluoropropan-1-ol ClC1=NC=C(C(=C1)NC[C@@H](CO)F)I